5-(2-(dimethylamino)ethyl)-4-methylthiazol-2-amine CN(CCC1=C(N=C(S1)N)C)C